N-ethyl-5,7-difluoroisochroman-4-amine hydrochloride Cl.C(C)NC1COCC2=CC(=CC(=C12)F)F